C(\C=C\C(=O)O)(=O)O.CNCC1=CN(C=C1)S(=O)(=O)C=1C=NC=CC1 N-methyl-1-(3-pyridinesulfonyl)-1H-pyrrole-3-methylamine fumarate